N,N'-bis(3-methylphenyl)-N,N'-Diphenyl-[1,1'-biphenyl]-4,4'-diamine CC=1C=C(C=CC1)N(C1=CC=C(C=C1)C1=CC=C(C=C1)N(C1=CC=CC=C1)C1=CC(=CC=C1)C)C1=CC=CC=C1